BrC1=C(C=C(C=C1)NC(C1=CN=C(C=C1)C1=C(C=C(C=C1)C1=NOC(=N1)C)Cl)=O)OCCN(C)C N-(4-bromo-3-(2-(dimethylamino)ethoxy)phenyl)-6-(2-chloro-4-(5-methyl-1,2,4-oxadiazol-3-yl)phenyl)nicotinamide